FC=1C(=C(C=CC1)C1=CC=C(C=C1)C(=O)NC1=CC(=C(C=C1)O)NS(=O)(=O)C)OC 3'-fluoro-N-(4-hydroxy-3-(methylsulfonylamino)phenyl)-2'-methoxy-[1,1'-biphenyl]-4-carboxamide